N-α-linolenoyl-threonine C(CCCCCCC\C=C/C\C=C/C\C=C/CC)(=O)N[C@@H]([C@H](O)C)C(=O)O